ClC1=C(C(=C(C=C1OC)OC)Cl)C1=CC2=C(N=C(N=C2)SC)C(=N1)OC(C)C 6-(2,6-dichloro-3,5-dimethoxyphenyl)-8-isopropyloxy-2-(methylthio)pyrido[3,4-d]pyrimidine